2,3,4,5,6-pentafluorobenzyl bromide FC1=C(CBr)C(=C(C(=C1F)F)F)F